(R)-5-chloro-4-(cyclopentylmethoxy)-2-fluoro-N-((3-(piperidin-4-yloxy)pyrrolidin-1-yl)sulfonyl)benzamide ClC=1C(=CC(=C(C(=O)NS(=O)(=O)N2C[C@@H](CC2)OC2CCNCC2)C1)F)OCC1CCCC1